5-[1,5-dimethyl-3-[3-(methylamino)propoxy]pyrazol-4-yl]indolin-2-one CN1N=C(C(=C1C)C=1C=C2CC(NC2=CC1)=O)OCCCNC